FC(C1N(CC1)C1=CC2=C(C=C(O2)C(=O)NS(=O)(=O)C=2C=CC=C3C=CC(=NC23)C)C(=C1)F)F 6-[2-(Difluoromethyl)azetidin-1-yl]-4-fluoro-N-(2-methylquinoline-8-sulfonyl)-1-benzofuran-2-carboxamide